2-(2-((5-chloro-2-(1H-tetrazol-1-yl)phenyl)amino)-2-oxoacetamido)-3-(4-(4-hydroxypiperidine-1-carboxamido)phenylpropionamido)-1H-indole-2-carboxylic acid tert-butyl ester C(C)(C)(C)OC(=O)C1(NC2=CC=CC=C2C1NC(CCC1=CC=C(C=C1)NC(=O)N1CCC(CC1)O)=O)NC(C(=O)NC1=C(C=CC(=C1)Cl)N1N=NN=C1)=O